ClC=1C=C(C=C(C1OC=1C=C2C(=CC(=NC2=CC1)C1CCC(CC1)C)C)Cl)N1N=C(C(NC1=O)=O)C#N 2-(3,5-dichloro-4-((4-methyl-2-(4-methylcyclohexyl)quinolin-6-yl)oxy)phenyl)-3,5-dioxo-2,3,4,5-tetrahydro-1,2,4-triazine-6-carbonitrile